N1(CCNCCC1)C(=O)N(CCCCCCCC(=O)OCC(CCCCCCCCC)CCCCCCCCC)C1CC(C1)CC(=O)OCC(CCCCCCCC)CCCCCCCC 2-nonylundecyl 8-{(1,4-diazepane-1-carbonyl)[(1r,3r)-3-{2-[(2-octyldecyl)oxy]-2-oxoethyl}cyclobutyl]amino}octanoate